CS(=O)(=O)N1CCC2=CC=C(C=C12)N1C=NC=2C1=NC(=CC2)C=2C=CC(=NC2)OCCCN 3-((5-(3-(1-(methylsulfonyl)indolin-6-yl)-3H-imidazo[4,5-b]pyridin-5-yl)pyridin-2-yl)oxy)propan-1-amine